ClC=1C2=C(N=CN1)C=CS2 4-chlorothieno[3,2-d]pyrimidine